acrylic acid, hydroxypropyl ester C(C=C)(=O)OCCCO